C(CCCCCCCCCCC)(=O)N lauric amide